CC=1C=CC=NC1C1CCOCC1 5-methyl-6-(tetrahydro-2H-pyran-4-yl)pyridin